methyl (2R,4R)-4-((6-bromo-3-fluoropyridin-2-yl)methyl)-2-methylpiperidine-4-carboxylate BrC1=CC=C(C(=N1)C[C@@]1(C[C@H](NCC1)C)C(=O)OC)F